The molecule is a quercetin O-glycoside that consists of quercetin substituted by a alpha-L-rhamnopyranosyl(1->6)-beta-D-galactopyranosyl residue at position 7 via a glycosidic linkage. Isolated from Grevillea, it exhibits antimalarial activity. It has a role as a metabolite and an antimalarial. It is a disaccharide derivative and a quercetin O-glycoside. C[C@H]1[C@@H]([C@H]([C@H]([C@@H](O1)OC[C@@H]2[C@@H]([C@@H]([C@H]([C@@H](O2)OC3=CC(=C4C(=C3)OC(=C(C4=O)O)C5=CC(=C(C=C5)O)O)O)O)O)O)O)O)O